FC1=CC=C(C=C1)NC1=CC=C(C=C1)N N1-(4-fluorophenyl)benzene-1,4-diamine